Methyl (2R)-2-amino-6-(piperidin-1-yl)hexanoate dihydrochloride Methyl-(2R)-2-amino-6-(piperidin-1-yl)hexanoate dihydrochloride Cl.Cl.COC([C@@H](CCCCN1CCCCC1)N)=O.Cl.Cl.N[C@@H](C(=O)OC)CCCCN1CCCCC1